C1(=CC=CC=C1)N(C1=CC=C(C=C1)B1OC(C(O1)(C)C)(C)C)C1=CC=C(C=C1)B1OC(C(O1)(C)C)(C)C N-phenyl-4-(4,4,5,5-tetramethyl-1,3,2-dioxaborolan-2-yl)-N-[4-(4,4,5,5-tetramethyl-1,3,2-dioxaborolan-2-yl)phenyl]aniline